C(C1=CC=CC=C1)OC=1C=C(C=C(C1)F)B(O)O 3-BENZYLOXY-5-FLUOROPHENYLBORONIC ACID